P(=O)(OCCOCCOP(=O)(OCCCC)[O-])(OCCCC)[O-].[Ca+2] calcium oxydi(ethane-2,1-diyl) dibutyl bisphosphate